FC=1C(=C(C=C2C=CC(=CC12)NCC(=O)O)O)N1S(NC(C1)=O)(=O)=O {[8-fluoro-6-hydroxy-7-(1,1,4-trioxo-1λ6,2,5-thiadiazolidin-2-yl)naphthalen-2-yl]amino}acetic acid